C(C)(C)NCCCCO 4-(isopropylamino)-1-butanol